NC1=NC=NN2C1=CC=C2C2(C(C(OC2)C#N)O)O 4-(4-aminopyrrolo[2,1-f][1,2,4]triazin-7-yl)-2-cyano-3,4-dihydroxytetrahydrofuran